FC(O[C@@H]1C[C@@H](N(CC1)CC1=C2C=CNC2=C(C=C1OC)C)C1=CC=C(C(=O)O)C=C1)F 4-((2R,4S)-4-(difluoromethoxy)-1-((5-methoxy-7-methyl-1H-indol-4-yl)methyl)piperidin-2-yl)benzoic acid